N-((3-((1H-1,2,4-triazol-1-yl)methyl)oxetan-3-yl)methyl)-4-fluoro-9H-carbazol-3-amine N1(N=CN=C1)CC1(COC1)CNC=1C=CC=2NC3=CC=CC=C3C2C1F